O1-tert-butyl O2-methyl (2S)-4-[2-(1-aminocyclopropyl)ethyl]-5-oxo-pyrrolidine-1,2-dicarboxylate NC1(CC1)CCC1C[C@H](N(C1=O)C(=O)OC(C)(C)C)C(=O)OC